di(diphenylmethylsilyl)amine C1(=CC=CC=C1)C(C1=CC=CC=C1)[SiH2]N[SiH2]C(C1=CC=CC=C1)C1=CC=CC=C1